5-(3,3-difluoropiperidin-1-yl)hexanoic acid FC1(CN(CCC1)C(CCCC(=O)O)C)F